FC=1C=CC(=C(C(=O)N(C(C)C)C(C)C)C1)OC=1C=NC=N(C1)=O 5-fluoro-2-[(1-oxo-1λ5-pyrimidin-5-yl)oxy]-N,N-di(propan-2-yl)benzamide